(Z)-1-(3-cyanobenzyl)-3-((3,5-dimethyl-1H-pyrrol-2-yl)methylene)-2-indolone C(#N)C=1C=C(CN2C(\C(\C3=CC=CC=C23)=C/C=2NC(=CC2C)C)=O)C=CC1